OCCC1=C(SC(=C1)C(=O)N)C(=O)N (2-hydroxyethyl)thiophene-2,5-dicarboxamide